C(C)C(CC(CC)C)NC1=CC=C(C=C1)NC(CC(CC)C)CC di(1-ethyl-3-methylpentyl)-p-phenylenediamine